1-((3R,4S)-3-Fluoro-4-((4-(methylamino)-5-(3-(2,2,2-trifluoroethyl)-3H-imidazo[4,5-b]pyridin-5-yl)pyrrolo[2,1-f][1,2,4]triazin-2-yl)amino)piperidin-1-yl)ethan-1-one F[C@@H]1CN(CC[C@@H]1NC1=NN2C(C(=N1)NC)=C(C=C2)C2=CC=C1C(=N2)N(C=N1)CC(F)(F)F)C(C)=O